C(C)C1=C(N=CC=N1)C(C)C 6-ethyl-5-isopropyl-pyrazine